5-isopropyl-11-methoxy-2-oxo-1,2,5,6-tetrahydropyrido[2',1':2,3]imidazo[4,5-h]quinoline-3-carboxylic acid C(C)(C)C1C=2C=C(C(NC2C2=C(C1)N1C(=N2)C(=CC=C1)OC)=O)C(=O)O